(2S,3R)-2-[4-chloro-2-(hydroxyamino)benzenesulfonamido]-3-(6-fluoro-2,3-dimethylphenyl)butanoic acid ClC1=CC(=C(C=C1)S(=O)(=O)N[C@H](C(=O)O)[C@H](C)C1=C(C(=CC=C1F)C)C)NO